3-((3-(benzyloxy)pyridin-4-yl)methoxy)-5-bromopyrazin-2-amine C(C1=CC=CC=C1)OC=1C=NC=CC1COC=1C(=NC=C(N1)Br)N